ClC1=NC(=NC(=C1)C)C 4-chloro-2,6-dimethylpyrimidine